FC1([C@H](C=2C(=CN(C2CC1)C=1C=CC(=C(C#N)C1)F)S(=O)(=O)C(F)(F)F)O)F (S)-5-(5,5-difluoro-4-hydroxy-3-((trifluoromethyl)sulfonyl)-4,5,6,7-tetrahydro-1H-indol-1-yl)-2-fluorobenzonitrile